cis-o-coumaric acid C1=CC=C(C(=C1)/C=C\C(=O)O)O